3-(2,5-bis(hydrazinocarbonyl)benzyl)-1-vinyl-1H-imidazol-3-ium hydrochloride Cl.N(N)C(=O)C1=C(C[N+]2=CN(C=C2)C=C)C=C(C=C1)C(=O)NN